ethyl 6-tert-butyl-10-methoxy-9-[2-(3-methoxycyclobutyl) thiazol-5-yl]-2-oxo-6,7-dihydro-2H-pyrido[2,1-a]isoquinoline-3-carboxylate C(C)(C)(C)C1N2C(C3=CC(=C(C=C3C1)C1=CN=C(S1)C1CC(C1)OC)OC)=CC(C(=C2)C(=O)OCC)=O